4-fluoro-2-(pyrrolidin-1-yl)-8H-dibenzo[3,4:6,7]cyclohepta[1,2-b]thiophen-8-one FC1=CC=CC2=C1C1=C(SC(=C1)N1CCCC1)C1=C(C2=O)C=CC=C1